trans-(1,2-diaminocyclohexane) platinum (II) [Pt+2].N[C@H]1[C@@H](CCCC1)N